1-(2,3-difluoropropyl)-4-nitro-1H-pyrazole FC(CN1N=CC(=C1)[N+](=O)[O-])CF